C(N)(=O)C=1C=CC(=NC1)N1N=CC(=C1)C=1N(C(C2=CC(=CC(=C2C1)C(C)NC1=C(C(=O)O)C=CC=C1)C)=O)C 2-((1-(3-(1-(5-carbamoylpyridin-2-yl)-1H-pyrazol-4-yl)-2,7-dimethyl-1-oxo-1,2-dihydroisoquinolin-5-yl)ethyl)amino)benzoic acid